2-((1-(2-((tert-butyldimethylsilyl)oxy)ethyl)-3-(oxetan-3-yloxy)-1H-pyrazol-4-yl)amino)-7-((S)-1-methoxypropane-2-yl)-7H-pyrrolo[2,3-d]pyrimidine-6-carbonitrile [Si](C)(C)(C(C)(C)C)OCCN1N=C(C(=C1)NC=1N=CC2=C(N1)N(C(=C2)C#N)[C@H](COC)C)OC2COC2